C(C)(=O)O[C@@]1(C([C@@](CCC1)(C1=CC=C(C=C1)C(F)(F)F)NC)=O)C (1S,3R)-1-methyl-3-methylamino-2-oxo-3-(4-(trifluoromethyl)phenyl)cyclohexanol acetate